FC(CN1CCN(CC1)C1=CC=C(C(=O)[O-])C=C1)F 4-(4-(2,2-difluoroethyl)piperazin-1-yl)benzoate